4-bromo-1,2,3-triazine BrC1=NN=NC=C1